CC1=CC=C(S1)C1=CC=C(C=C1)SC1=CC2=C(NC(=N2)NC(OC)=O)C=C1 Methyl (5-((4-(5-methylthiophen-2-yl)phenyl)thio)-1H-benzo[d]imidazol-2-yl)carbamate